4-[(3-chloro-1-methyl-1H-pyrazole-4-sulfonyl)methyl]pyridine 3-phenylbicyclo[1.1.1]pentan-1-yl-carbamate C1(=CC=CC=C1)C12CC(C1)(C2)NC(O)=O.ClC2=NN(C=C2S(=O)(=O)CC2=CC=NC=C2)C